BrC1=CC(=C(C=C1)CNC)Cl 1-(4-bromo-2-chlorophenyl)-N-methylmethanamine